3-(4-methoxyphenyl)-N-(1H-pyrazol-3-yl)-N-(tetrahydrothiophen-2-ylmethyl)prop-2-enamide COC1=CC=C(C=C1)C=CC(=O)N(CC1SCCC1)C1=NNC=C1